C(CCC)[Al](CCCC)CCCC Tri-n-Butylaluminium